CC(C)OCCN1C(NC(C2=C1C=CN2)=O)=S 1-[2-(propan-2-yloxy)ethyl]-2-sulfanylidene-1H,2H,3H,4H,5H-pyrrolo[3,2-d]pyrimidin-4-one